C(C)OC(CC(=O)N1CCCC2=C(C=CC=C12)Br)=O.NC1=CC=C(OC2=CC3=CC(=CC=C3C=C2)OC2=CC=C(C=C2)N)C=C1 2,7-bis(4-aminophenoxy)naphthalene ethyl-3-(5-bromo-3,4-dihydroquinolin-1(2H)-yl)-3-oxopropanoate